COC=C(C)C=1C=C(C=CC1)CC1(CC1)C(=O)O 1-{[3-(1-methoxyprop-1-en-2-yl)phenyl]methyl}cyclopropane-1-carboxylic acid